3-(4-(1-((2S,6R)-2,6-dimethylmorpholino)-3-methylimidazo[1,5-a]quinoxalin-8-yl)-2-fluorophenoxy)-N,N-dimethylpropan-1-amine C[C@@H]1O[C@@H](CN(C1)C1=NC(=C2N1C1=CC(=CC=C1N=C2)C2=CC(=C(OCCCN(C)C)C=C2)F)C)C